methyl 4-bromo-2-methyl-indazole-6-carboxylate BrC=1C2=CN(N=C2C=C(C1)C(=O)OC)C